CC(C1=CC=CC=C1)O α-Methyl-Benzyl Alcohol